OCCCC=CCC(=O)[O-] Hydroxypentenyl-acetate